C(C)(C)(C)C(C=1N(C=C(N1)C1=NC=CC=C1)C)N(C(O)=O)C1=CC(=NC=2N1N=CC2C2CC2)Cl.C(C)(=O)NC2=NC(NC=C2)=O N4-ethanoyl-cytosine tert-butyl-(5-chloro-3-cyclopropylpyrazolo[1,5-a]pyrimidin-7-yl)((1-methyl-4-(pyridin-2-yl)-1H-imidazol-2-yl)methyl)carbamate